O[C@@H]1C[C@H](N(C1)C(C1=CC(=CC=C1)OC(C)C)=O)C(=O)NCC1=CC=C(C=C1)C1=CN=CO1 (2S,4R)-4-hydroxy-1-(3-isopropoxybenzoyl)-N-(4-(oxazol-5-yl)benzyl)pyrrolidine-2-carboxamide